methanesulfonyl-[4,5-bis(diphenylphosphino)]-9,9-dimethylxanthene CS(=O)(=O)C1=CC=C(C=2OC3=C(C=CC=C3C(C12)(C)C)P(C1=CC=CC=C1)C1=CC=CC=C1)P(C1=CC=CC=C1)C1=CC=CC=C1